ClC1=C(C=CC=C1)O.[Na] sodium 2-chlorophenol